CC(C)CCC[C@@H](C)[C@H]1CC[C@H]2[C@@H]3CC=C4C[C@@H](O)C(C([C@]4(C)[C@H]3CC[C@]12C)[3H])[3H] [1,2-3H]-Cholesterol